ethyl 4-methyl-2-(4-cyanophenyl)-1-methoxy-1H-imidazole-5-carboxylate CC=1N=C(N(C1C(=O)OCC)OC)C1=CC=C(C=C1)C#N